NC(C(CCC(=O)[O-])N1C(C2=CC=C(C=C2C1)Br)=O)=O 5-amino-4-(5-bromo 1-oxoisoindolin-2-yl)-5-oxopentanoate